N[C@@H](CCC(=O)N[C@@H](CC1=CNC=N1)C(=O)O)C(=O)O gamma-glutamylhistidine